acetic acid [(2R,3R,4R,5R)-4-acetoxy-2-[2-[2-(2-benzyloxyethoxy) ethoxy]-ethoxymethyl]-5-[2-(2-methylpropionylamino)-6-oxo-1H-purin-9-yl] tetrahydrofuran-3-yl] ester C(C)(=O)O[C@@H]1[C@@H]([C@H](O[C@H]1N1C=2N=C(NC(C2N=C1)=O)NC(C(C)C)=O)COCCOCCOCCOCC1=CC=CC=C1)OC(C)=O